3-(4-hydroxy-1H-pyrazol-1-yl)propionitrile OC=1C=NN(C1)CCC#N